N-(1-(6-(2-(3-oxa-8-azabicyclo-[3.2.1]octan-8-yl)thiazol-4-yl)-2,3-difluorophenoxy)-2-oxo-6,9,12-trioxa-3-azatetradecan-14-yl)-4-(2,4-dioxotetrahydropyrimidin-1(2H)-yl)-benzamide C12COCC(CC1)N2C=2SC=C(N2)C2=CC=C(C(=C2OCC(NCCOCCOCCOCCNC(C2=CC=C(C=C2)N2C(NC(CC2)=O)=O)=O)=O)F)F